5,7-difluoro-8-nitrochroman-4-one FC1=C2C(CCOC2=C(C(=C1)F)[N+](=O)[O-])=O